2,2-dimethyloctanoate CC(C(=O)[O-])(CCCCCC)C